C(C)(C)N(P(OCC(C#N)C(CC)CCCCCCCCCCCCCCCC)[O-])C(C)C hexadecylpropyl-(2-cyanoethyl) diisopropylphosphoramidite